NC(CC)[Si](OCCC)(OCCC)OCCC 1-aminopropyl-tripropoxysilane